O\[NH+]=C(\COC1=CC=C(C=C1)N1C([C@@H]2[C@H]3[C@H]4[C@@H]([C@@H]([C@@H]2C1=O)C=C3)C4)=O)/C4=CC=C(C=C4)OC (3aR,4R,4aR,5aS,6S,6aS)-2-(4-((E)-2-(Hydroxyiminio)-2-(4-methoxyphenyl)ethoxy)phenyl)-4,4a,5,5a,6,6a-hexahydro-4,6-ethenocyclopropa[f]isoindole-1,3(2H,3aH)-dione